CC(CCCNC(=O)C=1C(=NC(=CC1C)N1C[C@@H](OCC1)C)SCC)(C)C N-(4,4-Dimethyl-pentyl)-2-ethylsulfanyl-4-methyl-6-[(2S)-2-methyl-morpholin-4-yl]-pyridine-3-carboxylic acid amide